6-(DIFLUOROMETHOXY)BENZOTHIAZOLE-2-BORONIC ACID FC(OC1=CC2=C(N=C(S2)B(O)O)C=C1)F